(3bS,4aR)-5,5-difluoro-3-(trifluoromethyl)-3b,4,4a,5-tetrahydro-1H-cyclopropa[3,4]cyclopenta[1,2-c]pyrazole FC1([C@H]2[C@@H](C3=C1NN=C3C(F)(F)F)C2)F